7-cyclopentyl-N,N-dimethyl-2-((4-(methylcarbamoyl)phenyl)amino)-7H-pyrrolo[2,3-d]pyrimidine-6-carboxamide C1(CCCC1)N1C(=CC2=C1N=C(N=C2)NC2=CC=C(C=C2)C(NC)=O)C(=O)N(C)C